NC(C[O-])C1=CC=C(C=C1)C1=C(N=CS1)C 2-amino-2-(4-(4-methylthiazol-5-yl)phenyl)ethanolate